BrC1=CC=C(C=C1)C1=CC=CC=2C3=CC=CC=C3NC12 (4-bromophenyl)-9H-carbazole